N[C@H]1CS(C2=C(N(C1=O)CC1=CC=C(C=C1)Cl)C=C(C(=C2)F)C=2OC(=NN2)C2(CC2)CO)(=O)=O (3R)-3-amino-5-[(4-chlorophenyl)methyl]-8-fluoro-7-[5-[1-(hydroxymethyl)cyclopropyl]-1,3,4-oxadiazol-2-yl]-1,1-dioxo-2,3-dihydro-1lambda6,5-benzothiazepin-4-one